OC1(CCN(CC1)C(=O)C1=CC=C2C(=CNC2=C1)C1=NC(=NC=C1C(F)(F)F)N[C@@H]1CNCCC1)C (4-hydroxy-4-methyl-1-piperidyl)-[3-[2-[[(3S)-3-piperidyl]amino]-5-(trifluoromethyl)pyrimidin-4-yl]-1H-indol-6-yl]methanone